C(C)N(CCC)C(F)(F)F ethyltrifluoromethylpropylamine